2-((5-(5-(difluoromethyl)-1,3,4-oxadiazole-2-yl)pyridine-2-yl)methyl)-4,4-dimethyl-7-(pyridine-3-yl)isoquinoline-1,3(2H,4H)-dione FC(C1=NN=C(O1)C=1C=CC(=NC1)CN1C(C2=CC(=CC=C2C(C1=O)(C)C)C=1C=NC=CC1)=O)F